5-butenyl-2-bornene C(=CCC)C1C2C=CC(C1)(C2(C)C)C